tris(hydroxyethyl)aminomethane C(CO)C(CCO)(CCO)N